O=S1(CC2(C1)CN(C2)C(=O)N2CC(C2)C2=CC=C(C=C2)CC(F)(F)F)=O (2,2-dioxo-2lambda6-thia-6-azaspiro[3.3]heptan-6-yl)-[3-[4-(2,2,2-trifluoroethyl)phenyl]azetidin-1-yl]methanone